(S)-1-(9H-fluoren-9-yl)-10-methyl-3,6-dioxo-2,9-dioxa-4,7-diazadodecane-12-oic acid C1=CC=CC=2C3=CC=CC=C3C(C12)COC(NCC(NCO[C@H](CC(=O)O)C)=O)=O